trans-4-trifluoromethoxycinnamic acid FC(OC1=CC=C(/C=C/C(=O)O)C=C1)(F)F